COC(C=CC1=CC=CC=C1)OC (3,3-dimethoxyprop-1-en-1-yl)benzene